N-(4-(4-(((tert-butoxycarbonyl)(methyl)amino)methyl)phenoxy)benzyl)glycine C(C)(C)(C)OC(=O)N(C)CC1=CC=C(OC2=CC=C(CNCC(=O)O)C=C2)C=C1